2-phenyl-1-(2,3,4-trihydroxyphenyl)ethanone C1(=CC=CC=C1)CC(=O)C1=C(C(=C(C=C1)O)O)O